3-(prop-1-ynyl)tetrahydrothiophen-3-ol C(#CC)C1(CSCC1)O